ClC1=CC=C2C(=N1)NC(=C2)C2=CC(=C(C=C2)OC)OC 6-chloro-2-(3,4-dimethoxyphenyl)-1H-pyrrolo[2,3-b]pyridine